4-((2-(2-Fluoroethoxy)ethyl)methylamino)benzaldehyde FCCOCCN(C1=CC=C(C=O)C=C1)C